ClCC[C@@H](O)C1=CC=CC=C1 (1R)-3-chloro-1-phenyl-propan-1-ol